ClC=1C=CC2=C([C@H]3N(C[C@@H](O2)C3)C(C(C(F)F)(C)C)=O)C1 1-((2S,5S)-7-chloro-2,3-dihydro-2,5-methanobenzo[f][1,4]oxazepin-4(5H)-yl)-3,3-difluoro-2,2-dimethylpropan-1-one